FC1=C(C=C(C(=C1)OC)S(=O)(=O)N1C=C(C2=CC=CC=C12)C)N1C(C2=CC=CC=C2C1=O)=O 2-[2-fluoro-4-methoxy-5-(3-methylindole-1-sulfonyl)phenyl]isoindole-1,3-dione